(6-Chloro-1-((2R,3R,4S,5R)-3,4-dihydroxy-5-(hydroxymethyl)tetrahydrofuran-2-yl)-1H-pyrazolo[3,4-d]pyrimidin-4-yl)(cyclopentyl)carbamic acid tert-butyl ester C(C)(C)(C)OC(N(C1CCCC1)C1=C2C(=NC(=N1)Cl)N(N=C2)[C@@H]2O[C@@H]([C@H]([C@H]2O)O)CO)=O